5-Iodo-7-(2-C-methyl-β-D-ribofuranosyl)-7H-pyrrolo[2,3-d]pyrimidin-4-amine IC1=CN(C=2N=CN=C(C21)N)[C@H]2[C@](O)([C@H](O)[C@H](O2)CO)C